CC1(COB(OC1)C1=C2C=NN(C2=CC2=C1C(=C(S2)F)C#C[Si](C(C)C)(C(C)C)C(C)C)COCC[Si](C)(C)C)C 4-(5,5-dimethyl-1,3,2-dioxaborinan-2-yl)-6-fluoro-5-((triisopropylsilyl)ethynyl)-1-((2-(trimethylsilyl)ethoxy)methyl)-1H-thieno[3,2-f]indazole